P(O)(=O)(OP(=O)(O)OP(=O)(O)O)OC[C@@H]1[C@H](C[C@@](O1)(N1C(=O)N=C(N)C=C1)N)O amino-2'-deoxycytidine 5'-triphosphate